(2R)-1,2-Epoxypropane C1[C@@H](C)O1